3-bromo-N-methyl-benzenesulfonamide BrC=1C=C(C=CC1)S(=O)(=O)NC